ClC1=CC(=C(C(=C1)C)C1=CC2=C(N=N1)N(C=C2)[C@H]2C(N(CC2)C)=O)O (3R)-3-[3-(4-Chloro-2-hydroxy-6-methylphenyl)-7H-pyrrolo[2,3-c]pyridazin-7-yl]-1-methylpyrrolidin-2-one